methoxy-2-methylquinazoline-7-carboxamide COC1=NC(=NC2=CC(=CC=C12)C(=O)N)C